C(#N)C1=C(C(=O)OC)C=CC(=C1)N1CC(C1)CO methyl 2-cyano-4-[3-(hydroxymethyl)azetidin-1-yl]benzoate